(S or R)-3-methyl-2-(2-(5,6,7,8-tetrahydroimidazo[1,2-a]pyridin-6-yl)-2H-pyrazolo[3,4-b]pyridin-6-yl)-5-(trifluoromethyl)phenol CC=1C(=C(C=C(C1)C(F)(F)F)O)C=1C=CC=2C(N1)=NN(C2)[C@H]2CCC=1N(C2)C=CN1 |o1:21|